FC1=C(C=CC(=C1)F)N1C=C(C=2C1=NC=C(C2)C=2C(=NOC2C)C)C2CCC(CC2)C(=O)O 4-(1-(2,4-difluorophenyl)-5-(3,5-dimethylisoxazol-4-yl)-1H-pyrrolo[2,3-b]pyridin-3-yl)cyclohexane-1-carboxylic acid